4,7,8-trihydroxy-3-[(tetrahydrofuran-3-yl)(4,7,8-trihydroxy-2-oxochromen-3-yl)methyl]-2H-chromen-2-one OC1=C(C(OC2=C(C(=CC=C12)O)O)=O)C(C=1C(OC2=C(C(=CC=C2C1O)O)O)=O)C1COCC1